C(=O)O.CC=1N=C2N(C=C(C(=C2)C(F)(F)F)NC(=O)N2CCC=3C2=NC=CC3N3CCNCC3)C1 N-(2-methyl-7-(trifluoromethyl)imidazo[1,2-a]pyridin-6-yl)-4-(piperazin-1-yl)-2,3-dihydro-1H-pyrrolo[2,3-b]pyridine-1-carboxamide formate